ethyl-3-(3-fluoro-5-(trifluoromethyl)phenyl)-8-((tetrahydro-2H-pyran-4-yl)methyl)-1,3,8-triazaspiro[4.5]decane-2,4-dione formate C(=O)O.C(C)N1C(N(C(C12CCN(CC2)CC2CCOCC2)=O)C2=CC(=CC(=C2)C(F)(F)F)F)=O